CCCCC/C=C\CCCCCCCC(=O)O[C@H](COC(=O)CCCCC/C=C\C/C=C\C/C=C\C/C=C\CCCCC)COP(=O)(O)OC[C@H](CO)O 1-(7Z,10Z,13Z,16Z-docosatetraenoyl)-2-(9Z-pentadecenoyl)-glycero-3-phospho-(1'-sn-glycerol)